ClC=1C=C(C=CC1)N(S(=O)(=O)C1CC1)CC=1SC=C(N1)C=1OC(=NN1)C(F)F N-(3-chlorophenyl)-N-((4-(5-(difluoromethyl)-1,3,4-oxadiazol-2-yl)thiazol-2-yl)methyl)cyclopropanesulfonamide